6-(4-Cinnamoylphenoxy)hexyl 4-O-[4-O-(alpha-D-galactopyranosyl)-beta-D-galactopyranosyl]-beta-D-glucopyranoside [C@H]1([C@H](O)[C@@H](O)[C@@H](O)[C@H](O1)CO)O[C@@H]1[C@@H]([C@H]([C@@H](O[C@@H]1CO)O[C@H]1[C@@H]([C@H]([C@H](OCCCCCCOC2=CC=C(C=C2)C(C=CC2=CC=CC=C2)=O)O[C@@H]1CO)O)O)O)O